C1(CC1)C1=NN2C(N(C3=C(C2=O)C=CC(=N3)C(F)(F)F)CC(=O)NC3=NC=C(C=C3)F)=C1 2-(2-Cyclopropyl-9-oxo-6-(trifluoromethyl)pyrazolo[1,5-a]pyrido[2,3-d]pyrimidin-4(9H)-yl)-N-(5-fluoropyridin-2-yl)acetamide